3-((5-(aminomethyl)-1-isopentyl-1H-benzo[d]imidazol-2-yl)methyl)-1-(2,2,2-trifluoroethyl)-5-fluoro-1,3-dihydro-2H-benzo[d]imidazol-2-one NCC1=CC2=C(N(C(=N2)CN2C(N(C3=C2C=C(C=C3)F)CC(F)(F)F)=O)CCC(C)C)C=C1